Butyl 5-{[2-(4-bromophenyl)imidazo[1,2-a]pyridin-3-yl]methyl}-2,5-diazabicyclo[2.2.2]octane-2-carboxylate BrC1=CC=C(C=C1)C=1N=C2N(C=CC=C2)C1CN1C2CN(C(C1)CC2)C(=O)OCCCC